CN(CCCCOC1=CC=C2CCC3(C2=C1)CCC(CC3)C(=O)O)CCCC3=CC=CC=C3 6'-{4-[methyl(3-phenylpropyl)amino]butoxy}-2',3'-dihydrospiro[cyclohexane-1,1'-indene]-4-carboxylic acid